Di-(tert-butyl)(3,5-difluorophenyl)phosphonium tetraphenylborate C1(=CC=CC=C1)[B-](C1=CC=CC=C1)(C1=CC=CC=C1)C1=CC=CC=C1.C(C)(C)(C)[PH+](C1=CC(=CC(=C1)F)F)C(C)(C)C